C12CN(CC2C1)CC1=CSC2=C1N=C(N=C2N2[C@@H](COCC2)C)C2=C1C(=NC=C2)NC=C1 (3R)-4-(7-((3-azabicyclo[3.1.0]hex-3-yl)methyl)-2-(1H-pyrrolo[2,3-b]pyridin-4-yl)thieno[3,2-d]pyrimidin-4-yl)-3-methylmorpholine